2-methyl-5-[2-(piperidin-4-ylamino)-5-(trifluoromethyl)pyrimidin-4-yl]thiophene-3-carbonitrile CC=1SC(=CC1C#N)C1=NC(=NC=C1C(F)(F)F)NC1CCNCC1